N'-((6-ethyl-1-methyl-1H-indazol-7-yl)carbamoyl)-5-(2-hydroxypropan-2-yl)thiazole-2-sulfonimidamide C(C)C1=CC=C2C=NN(C2=C1NC(=O)N=S(=O)(N)C=1SC(=CN1)C(C)(C)O)C